ClC1=CC=CC=2C(N=C3N(C12)C1=CC(=CC=C1C31CC(C1)N(C)C)C1CCNCC1)=O chloro-3-(dimethylamino)-10'-(piperidin-4-yl)-5'H-spiro[cyclobutane-1,7'-indolo[1,2-a]quinazolin]-5'-one